Tert-butyl (2-(2-((6-methoxy-2-methyl-4-oxo-3,4-dihydroquinazolin-7-yl)oxy)ethoxy)ethyl)carbamate COC=1C=C2C(NC(=NC2=CC1OCCOCCNC(OC(C)(C)C)=O)C)=O